CN1CC2=C(C=C(C=C2CC1)C=1N=C2C(=NC1)NC=C2C=2C(=C(C(=O)N(C)C)C=CC2)C)C [2-(2,8-dimethyl-1,2,3,4-tetrahydroisoquinolin-6-yl)-5H-pyrrolo[2,3-b]pyrazin-7-yl]-N,N,2-trimethylbenzamide